CN(C=1C=CC(=NC1)C=1C=C2C(=NC=NC2=C(C1)OC)NCC=1N=NC(=CC1)C)C 6-[5-(Dimethylamino)-2-pyridyl]-8-methoxy-N-[(6-methylpyridazin-3-yl)methyl]quinazolin-4-amine